CC1=NC=C(C=N1)\C=C\C(CCCCC1=NC=2NCCCC2C=C1)=O (1E)-1-(2-methylpyrimidin-5-yl)-7-(5,6,7,8-tetrahydro-1,8-naphthyridin-2-yl)hept-1-en-3-one